5-fluoro-3-(4-(2-methoxy-2-oxoethyl)benzyl)-2-oxo-2,3-dihydro-1H-benzo[d]imidazole-1-carboxylic acid tert-butyl ester C(C)(C)(C)OC(=O)N1C(N(C2=C1C=CC(=C2)F)CC2=CC=C(C=C2)CC(=O)OC)=O